C(C)OC([C@H]([C@@H]1COCC1)N(C(=O)[C@@H]1[C@H](N(CC1)C(=O)OC(C)(C)C)COS(=O)(=O)C1=CC=C(C)C=C1)C)=O tert-butyl (2S,3S)-3-(((S)-2-ethoxy-2-oxo-1-((R)-tetrahydrofuran-3-yl)ethyl)(methyl)carbamoyl)-2-((tosyloxy)methyl)pyrrolidine-1-carboxylate